CC1=CC=C(C=C1)S(=O)(=O)OC1=CC(=C(C(=C1C)OCC1=CC=CC=C1)C(=O)N1CC2=CC=CC(=C2C1)Br)OS(=O)(=O)C1=CC=C(C=C1)C 5-(benzyloxy)-4-(4-bromoisoindoline-2-carbonyl)-6-methyl-1,3-phenylene bis(4-methylbenzenesulfonate)